Cl.N[C@@H]1CC[C@H](CC1)C(=O)OC methyl trans-4-aminocyclohexane-carboxylate hydrochloride